N(C)CC(=O)[O-].[Na+].[Na+].N(C)CC(=O)[O-] disodium sarcosinate